CN1C=NC2=C(C1=O)NN=C2C#N 6-methyl-7-oxo-1H,6H,7H-pyrazolo[4,3-d]Pyrimidine-3-carbonitrile